benzyl (1r,3r,5s)-3-(benzyloxy)-7-oxo-9-azabicyclo[3.3.1]nonane-9-carboxylate C(C1=CC=CC=C1)OC1C[C@@H]2CC(C[C@H](C1)N2C(=O)OCC2=CC=CC=C2)=O